O1CCC2=C1C=CC(=C2)C2=CC=C1C(=NNC1=C2)NC(=O)NCC2=CC=C(C=C2)F 1-(6-(2,3-dihydrobenzofuran-5-yl)-1H-indazol-3-yl)-3-(4-fluorobenzyl)urea